5-acetyl-1-(2,3,5,6-tetrafluorophenyl)indoline-2,3-dione C(C)(=O)C=1C=C2C(C(N(C2=CC1)C1=C(C(=CC(=C1F)F)F)F)=O)=O